Cl.C1(CC1)C=1C=C(C(N)=N)C=CN1 2-(Cyclopropyl)isonicotinimidamide HCl salt